FC=1C(=C2C(=C(NC2=C(C1)C(=O)N)C)C)CC=1C=NC(=CC1)C#CC 5-fluoro-2,3-dimethyl-4-((6-(prop-1-yn-1-yl)pyridin-3-yl)methyl)-1H-indole-7-carboxamide